N1=C(N=CC=C1)NCCCC1CC(C1)C(=O)OC (1R*,3S*)-Methyl 3-(3-(pyrimidin-2-ylamino)propyl)cyclobutanecarboxylate